(3R,4R)-N-benzyl-1-[(3R)-7-(ethylamino)-5-fluoro-3-methyl-2-oxo-indolin-3-yl]-4-phenyl-piperidine-3-carboxamide C(C1=CC=CC=C1)NC(=O)[C@H]1CN(CC[C@H]1C1=CC=CC=C1)[C@]1(C(NC2=C(C=C(C=C12)F)NCC)=O)C